N2-(6-chlorobenzo[d]-thiazol-2-yl)-N4-(pyrrolidin-3-yl)pyridine-2,4-diamine ClC1=CC2=C(N=C(S2)NC2=NC=CC(=C2)NC2CNCC2)C=C1